CC1(CO1)CC 2-methyl-1,2-butylene oxide